BrC=1C=C(C=CC1F)[C@@H]1C([C@H]1C(=O)NC=1C=CC(=C(C1)NC(C1=C(C=C(C=C1)C#N)C)=O)Cl)(Cl)Cl N-(5-((1R,3R)-3-(3-Bromo-4-fluorophenyl)-2,2-dichlorocyclopropane-1-carboxamido)-2-chlorophenyl)-4-cyano-2-methylbenzamide